2-(2-(4-(benzyloxy)phenyl)-1H-benzimidazol-5-yl)-5-(morpholin-4-yl)isoindolin-1-one C(C1=CC=CC=C1)OC1=CC=C(C=C1)C1=NC2=C(N1)C=CC(=C2)N2C(C1=CC=C(C=C1C2)N2CCOCC2)=O